ClC1=CC=C(C(=O)[O-])C=C1 p-chlorobenzoate